6-(4-Methylbenzyl)-3-(3-chlorobenzyl)-2,3,4,6-tetrahydropyrido[3,4-c][1,8]naphthyridine-5(1H)-one CC1=CC=C(CN2C(C3=C(C=4C=CC=NC24)CCN(C3)CC3=CC(=CC=C3)Cl)=O)C=C1